2,11-dihydrobenzo[1,2-g:4,3-g']dichromene O1CC=CC2=CC3=C(C=C12)C1=C(C=C2C=CCOC2=C1)C=C3